C(C)OC(=O)C1=C(C=2C(=C[N+](=CC2)[O-])S1)OC 2-(Ethoxycarbonyl)-3-methoxythieno[2,3-c]pyridine 6-oxide